COC(=O)C=1OC2=C(C1O)C=CC(=C2)Br 6-bromo-3-hydroxybenzofuran-2-carboxylic acid methyl ester